5-(8-(4-isopropyl-1,3-dimethyl-2-oxo-2,3-dihydro-1H-imidazo[4,5-c]pyridin-6-yl)isoquinolin-3-yl)picolinic acid C(C)(C)C1=NC(=CC2=C1N(C(N2C)=O)C)C=2C=CC=C1C=C(N=CC21)C=2C=CC(=NC2)C(=O)O